OC1=CC=C(C=C1)C1=CC=C(C=C1)OC(C)(C)C 4-hydroxy-4'-tert-butoxybiphenyl